C1(CC1)CCN1C(C(=CC(=C1)CNCC(C)C)C(=O)NC1=CC(=CC=C1)C1(CC(C1)(C)C)C1=NN=CN1C)=O 1-(2-Cyclopropylethyl)-N-(3-(3,3-dimethyl-1-(4-methyl-4H-1,2,4-triazol-3-yl)cyclobutyl)phenyl)-5-((isobutylamino)methyl)-2-oxo-1,2-dihydropyridine-3-carboxamide